CC1C(=C(C(=C1C)C)C)C.CC1C(=C(C(=C1C)C)C)C.[Co] cobalt bis(pentamethylcyclopentadiene)